OC1=C2C(C(=C(OC2=CC(=C1OC)O)C1=CC(=C(O[C@H]2[C@@H]([C@H]([C@@H]([C@H](O2)C(=O)O)O)O)O)C=C1)O)OC)=O (2S,3S,4S,5R,6S)-6-[4-(5,7-dihydroxy-3,6-dimethoxy-4-oxochromen-2-yl)-2-hydroxyphenoxy]-3,4,5-trihydroxyoxane-2-carboxylic acid